3-Mercapto-1-propanesulfonate SCCCS(=O)(=O)[O-]